6-(2-methyl-2H-indazol-5-yl)-3-(((3aR,5s,6aS)-2-((tetrahydro-2H-pyran-4-yl)methyl)octahydro-cyclopenta[c]pyrrol-5-yl)amino)pyridazine-4-carbonitrile CN1N=C2C=CC(=CC2=C1)C1=CC(=C(N=N1)NC1C[C@@H]2[C@@H](CN(C2)CC2CCOCC2)C1)C#N